OC1=C(/C=C/C2=CC(CC(C2)(C)C)=C(C#N)C#N)C=C(C=C1)\C=C\C1=NC2=CC=CC=C2C=C1 2-(3-((E)-2-hydroxy-5-((E)-2-(quinolin-2-yl)vinyl)styryl)-5,5-dimethylcyclohex-2-en-1-ylidene)malononitrile